4-({(4-carboxybutyl)[2-(5-fluoro-2-{[4'-(trifluoromethyl)[1,1'-biphenyl]-4-yl]methoxy}phenyl)ethyl]amino}methyl)benzoic acid C(=O)(O)CCCCN(CCC1=C(C=CC(=C1)F)OCC1=CC=C(C=C1)C1=CC=C(C=C1)C(F)(F)F)CC1=CC=C(C(=O)O)C=C1